C(C)(C)(C)C=1N=CC(=NC1)N1C(OC2(C1)CC(C(CC2)(F)F)CN2C=NC1=C2C=C(C=C1)C#N)=O 1-((3-(5-(tert-Butyl)pyrazin-2-yl)-8,8-difluoro-2-oxo-1-oxa-3-azaspiro[4.5]decan-7-yl)methyl)-1H-benzo[d]imidazole-6-carbonitrile